CC1=C(C(=O)P(O)(=O)C2=CC=CC=C2)C(=CC(=C1)C)C.COC methyl ether (2,4,6-trimethylbenzoyl)phenylphosphinate